3,5-dimethylnon-2-ene-1-ol CC(=CCO)CC(CCCC)C